C1=C(C=CC=2CCCCC12)O 5,6,7,8-tetrahydro-2-naphthol